ClC=1C(=NC(=NC1)NC1=CC(=CC(=C1)N1CCOCC1)OC)NC1=C(C=CC=C1)P(=O)(C)C 5-chloro-N4-(2-dimethylphosphorylphenyl)-N2-(3-Methoxy-5-morpholinyl-phenyl)pyrimidine-2,4-diamine